tertiary octanethiol C(C)(C)(CC(C)(C)C)S